C12(CC(C1)C2)N2C=1C3=C(N(N=C3CCC2=O)C2=NNC=C2)N=C(C1)N1[C@@H](COCC1)C (R)-6-(bicyclo[1.1.1]pentan-1-yl)-4-(3-methylmorpholinyl)-2-(1H-pyrazol-3-yl)-2,6,8,9-tetrahydro-7H-1,2,3,6-tetraazabenzo[cd]azulene-7-one